ClC1=C(C(=CC=C1)C)C=1C=CC=2N(C1)C=C(N2)NC(=O)[C@H]2[C@H](C2)F (1S,2S)-N-(6-(2-chloro-6-methylphenyl)imidazo[1,2-a]pyridin-2-yl)-2-fluorocyclopropane-1-carboxamide